O1N=CN=C1C[C@@]12C[C@H](N([C@H]2C1)C(CNC(=O)C=1C=CC=2C(C3=CC=CC=C3C2C1)(F)F)=O)C(=O)O (1S,3S,5S)-5-((1,2,4-oxadiazol-5-yl)methyl)-2-((9,9-difluoro-9H-fluorene-3-carbonyl)glycyl)-2-azabicyclo[3.1.0]hexane-3-carboxylic acid